ClC=1C=C(C=CC1O)N1CCN(CC1)CC=1N=C2C(=C(C(NC2=CC1)=O)O)C(=O)N 6-{[4-(3-chloro-4-hydroxyphenyl)piperazin-1-yl]methyl}-3-hydroxy-2-oxo-1H-1,5-naphthyridine-4-carboxamide